S1C(=CC=C1)S 2-thienyl mercaptan